NC=1C2=C(N=CN1)N(C=C2C=2NN=CN2)[C@H]2[C@@H]([C@@H]([C@H](C2)CNCCCNCCC2=CC=CC=C2)O)O (1R,2S,3R,5R)-3-[4-amino-5-(2H-1,2,4-triazol-3-yl)pyrrolo[2,3-d]pyrimidin-7-yl]-5-[{{3-[(2-phenylethyl)amino]propyl}amino}methyl]cyclopentane-1,2-diol